NC1=C(SC2=NC(=CC=C21)C)C(=O)N[C@H]2COC1=CC(=C(C=C1C2)OC(F)(F)F)N2CCNCC2 (R)-3-amino-6-methyl-N-(7-(piperazin-1-yl)-6-(trifluoromethoxy)chroman-3-yl)thieno[2,3-b]pyridine-2-carboxamide